C(C1=CC=CC=C1)NC(C(C(=O)O)COC)=O 3-(benzylamino)-2-(methoxymethyl)-3-oxopropionic acid